2-(4-amino-3-nitropyrazolo[5,1-c][1,2,4]triazin-7-yl)acetic acid NC=1N2C(N=NC1[N+](=O)[O-])=CC(=N2)CC(=O)O